FC(C1=NN=C(S1)N1N=CC2=C(C=C(C=C12)S(=O)(=O)NC1COC1)N1CCN(CC1)C(C(C)C)=O)F 1-(5-(difluoromethyl)-1,3,4-thiadiazol-2-yl)-4-(4-isobutyrylpiperazin-1-yl)-N-(oxetan-3-yl)-1H-indazole-6-sulfonamide